C(C)C1CC(N1)=O 4-Ethyl-2-azetidinon